C(#N)C=C1CN(C1)C1(CCN(CC1)C(=O)OC(C)(C)C)C tert-Butyl 4-[3-(Cyanomethylene)azetidin-1-yl]-4-methylpiperidine-1-carboxylate